1,3-diethyl-1H-1,3-benzodiazol-3-ium C(C)N1C=[N+](C2=C1C=CC=C2)CC